N-((2R,3S)-3-amino-2-hydroxy-4-phenylbutyl)-N-isobutyl-4-nitrobenzenesulphonamide N[C@H]([C@@H](CN(S(=O)(=O)C1=CC=C(C=C1)[N+](=O)[O-])CC(C)C)O)CC1=CC=CC=C1